FC(C1(CC1)COC1CCC2(CN(C2)C(=O)N2CC(C2)NC(C)=O)CC1)(F)F N-[1-[7-[[1-(Trifluoromethyl)cyclopropyl]methoxy]-2-azaspiro[3.5]nonane-2-carbonyl]azetidin-3-yl]acetamide